(2r,5s)-2-[(4,6-dichloropyridin-3-yl)methyl]-3,6-dimethoxy-5-(propan-2-yl)-2,5-dihydropyrazine ClC1=C(C=NC(=C1)Cl)C[C@H]1N=C([C@@H](N=C1OC)C(C)C)OC